1-tert-butyl 3-ethyl 2,3,4,7-tetrahydro-1H-azepine-1,3-dicarboxylate N1(CC(CC=CC1)C(=O)OCC)C(=O)OC(C)(C)C